Cl.C(C)C=1C=CC=2CCOC3CNCCC1C32 8-ethyl-2-oxa-12-azatricyclo[7.4.1.05,14]tetradeca-5(14),6,8-triene hydrochloride